2-[3-Chloro-6-[5-methyl-1-(4-piperidyl)triazol-4-yl]pyrazolo[1,5-a]pyridin-4-yl]oxy-1-(5-fluoro-2-pyridyl)ethanol HCl Cl.ClC=1C=NN2C1C(=CC(=C2)C=2N=NN(C2C)C2CCNCC2)OCC(O)C2=NC=C(C=C2)F